NC1=C(C=CC(=N1)NC(C(C)(C)C)=O)Br N-(6-amino-5-bromopyridin-2-yl)pivaloamide